CN1CCNC(C2=C1N=CC=C2)=O 1-methyl-1,2,3,4-tetrahydro-5H-pyrido[2,3-e][1,4]diazepin-5-one